2-bromo-N-(5-fluorothiazol-2-yl)acetamide BrCC(=O)NC=1SC(=CN1)F